2-[[(1R)-1-[7-Methyl-2-(4-morpholinyl)-4-oxo-4H-pyrido[1,2-a]pyrimidin-9-yl]ethyl]amino]benzoic acid CC=1C=C(C=2N(C(C=C(N2)N2CCOCC2)=O)C1)[C@@H](C)NC1=C(C(=O)O)C=CC=C1